5-(trifluoromethyl)benzenesulfonamide hydrochloride Cl.FC(C=1C=CC=C(C1)S(=O)(=O)N)(F)F